CON1CC=C(C=2CCC(NC12)=O)OC=1C=C2CC(COC2=CC1)C(=O)NC 1-N-methoxy-N-methyl-6-[(7-oxo-6,8-dihydro-5H-1,8-naphthyridin-4-yl)oxy]chroman-3-carboxamide